(N-phenylaminomethyl)-trimethoxysilane C1(=CC=CC=C1)NC[Si](OC)(OC)OC